tris-hydroxyethyl-hexahydrotriazine OCCN1N(N(CCC1)CCO)CCO